C(C)(=O)N1[C@H](CN(CC1)C(C=C)=O)C=1C(=C(C=C(C1)Cl)C1=CC(=NC=C1)C(=O)NC)F (S)-4-(3-(1-acetyl-4-acryloylpiperazin-2-yl)-5-chloro-2-fluorophenyl)-N-methylpicolinamide